F[C@@]1([C@@H](C1)C(=O)O)C=C (1S,2R)-2-fluoro-2-vinylcyclopropane-1-carboxylic acid